OCC=1N=C2C(=NC1N1CCC(CC1)(C(NC=1C=NC3=CC=CN=C3C1)=N)C)N(N=C2I)C2OCCCC2 1-(5-(hydroxymethyl)-3-iodo-1-(tetrahydro-2H-pyran-2-yl)-1H-pyrazolo[3,4-b]pyrazine-6-yl)-4-methyl-N-(1,5-naphthyridin-3-yl)piperidine-4-carboximidamide